C(C)OC1=NN(C2=NC(=CN=C21)N2CCC1(CC(N(C1)C=1C=NC(=CC1)C(F)(F)F)=O)CC2)C2OCCCC2 8-(3-ethoxy-1-(tetrahydro-2H-pyran-2-yl)-1H-pyrazolo[3,4-b]pyrazin-6-yl)-2-(6-(trifluoromethyl)pyridin-3-yl)-2,8-diazaspiro[4.5]decan-3-one